FC1=CC=C(NC(C(C)C23CC(C2)(C3)NC(=O)C=3C=[NH+]N2C3C=C(C=C2)C)=O)C=C1 N-[3-[2-(4-fluoroanilino)-1-methyl-2-oxo-ethyl]-1-bicyclo[1.1.1]pentanyl]-5-methyl-pyrazolo[1,5-a]pyridin-1-ium-3-carboxamide